4-(4-amino-2-chloro-5-fluorophenyl)nicotinonitrile NC1=CC(=C(C=C1F)C1=CC=NC=C1C#N)Cl